7-[3-(4-methoxybutyryl)azetidin-1-yl]-5-methyl-4-oxo-1-(1,2,4-thiadiazol-5-yl)-1,4-dihydro-1,8-naphthyridine-3-carboxylic acid COCCCC(=O)C1CN(C1)C1=CC(=C2C(C(=CN(C2=N1)C1=NC=NS1)C(=O)O)=O)C